5-fluoro-2-(1-methyl-1H-pyrazol-3-yl)pyridine FC=1C=CC(=NC1)C1=NN(C=C1)C